CN(C)CC1=CN=C(S1)C=O (5-((dimethylamino)methyl)thiazol-2-yl)methanone